N1C=NC2=C1C=CC(=C2)N2C(C1([C@@H]2C23CC(C2)C3)CCC1)=O (S)-2-(1H-benzo[d]imidazol-5-yl)-3-(bicyclo[1.1.1]pentan-1-yl)-2-azaspiro[3.3]heptan-1-one